CC(=C)C(C(C=CC)=O)(C)C 2,3,3-Trimethyl-hepta-1,5-dien-4-one